O1[C@H](COCC1)CO [(2s)-1,4-dioxan-2-yl]methanol